6-chloro-3-iodo-2-phenylfuro[3,2-b]pyridine ClC=1C=C2C(=NC1)C(=C(O2)C2=CC=CC=C2)I